F[C@@H]1[C@@H](C1)C(=O)NC=1SC2=C(N1)C=CC(=C2)C2=C(C=CC(=C2)C(=C)C)C (1S,2S)-2-fluoro-N-(6-(2-methyl-5-(prop-1-en-2-yl)phenyl)benzo[d]thiazol-2-yl)cyclopropane-1-carboxamide